3-((2S)-2-hydroxy-3-(8-(6-hydroxypyridin-3-ylsulfonyl)-1-oxa-8-azaspiro[4.5]decan-3-ylamino)propoxy)-N-methylbenzenesulfonamide O[C@H](COC=1C=C(C=CC1)S(=O)(=O)NC)CNC1COC2(C1)CCN(CC2)S(=O)(=O)C=2C=NC(=CC2)O